FC(C)(F)C=1C=C(C=CC1)NC(=O)C1=C(N=C(O1)C1=CC=C(C=C1)OC)C N-(3-(1,1-difluoroethyl)phenyl)-2-(4-methoxyphenyl)-4-methyloxazole-5-carboxamide